N1(CCNCC1)C(=O)OC1=C(C=2C=C3C(=NC2C=C1)C1=CC2=C(C(N1C3)=O)COC([C@]2(O)CC)=O)CN(C)C (S)-10-((Dimethylamino)methyl)-4-ethyl-4-hydroxy-3,14-dioxo-3,4,12,14-tetrahydro-1H-pyrano[3',4':6,7]indolizino[1,2-b]quinolin-9-yl piperazine-1-carboxylate